2-(4,6-dimethoxybenzofuran-2-yl)-5-methoxythiazolo[5,4-d]thiazole COC1=CC(=CC2=C1C=C(O2)C=2SC=1N=C(SC1N2)OC)OC